N-[5-(2,6-difluoro-4-methoxyphenyl)-2-(2,3-dimethylphenyl)-1-methyl-3-oxo-2,3-dihydro-1H-pyrazol-4-yl]-4-(difluoromethoxy)benzamide FC1=C(C(=CC(=C1)OC)F)C1=C(C(N(N1C)C1=C(C(=CC=C1)C)C)=O)NC(C1=CC=C(C=C1)OC(F)F)=O